COC1=CC=C(C=C1)NC1=CC=C(C=C1)OC N,N-bis(4-methoxyphenyl)amine